n-propyl acetate lead [Pb].C(C)(=O)OCCC